cis-3-(4-methoxyphenyl)cyclopentane-1-carboxylic acid COC1=CC=C(C=C1)[C@H]1C[C@H](CC1)C(=O)O